2,4-dinitrophenoxy-1-(4-methylpiperazin-1-yl)diazacyclohexane-1-ium [N+](=O)([O-])C1=C(O[N+]2(NCCCC2)N2CCN(CC2)C)C=CC(=C1)[N+](=O)[O-]